butyl 3-methyleneazetidine-1-carboxylate C=C1CN(C1)C(=O)OCCCC